BrC=1C(=NC(=NC1)NC(C)C)C1=CC=C2CN(C(C2=C1)=O)CC(=O)N[C@H](CO)C1=CC(=CC=C1)OC 2-(6-{5-bromo-2-[(propan-2-yl)amino]pyrimidin-4-yl}-1-oxo-2,3-dihydro-1H-isoindol-2-yl)-N-[(1S)-2-hydroxy-1-(3-methoxyphenyl)ethyl]acetamide